CC=1N(C(=CC1)C)C=1SC=2C(=NC(=CC2OCCOC)OCCOC)N1 2-(2,5-dimethyl-1H-pyrrol-1-yl)-5,7-bis(2-methoxyethoxy)thiazolo[4,5-b]pyridine